[Ga].[Bi].[In] indium bismuth gallium